(-)-isolysergol OC[C@@H]1CN(C)[C@@H]2CC3=CNC4=CC=CC(C2=C1)=C34